N-{[(3S,4R)-4-Methyl-2-[1-methyl-4-(pyrimidin-2-yl)-1H-pyrazol-3-carbonyl]-2-azabicyclo[3.1.1]heptan-3-yl]methyl}-5-(trifluoromethyl)pyridin-2-amin C[C@H]1[C@H](N(C2CC1C2)C(=O)C2=NN(C=C2C2=NC=CC=N2)C)CNC2=NC=C(C=C2)C(F)(F)F